C(C=C)(=O)OCCCCCCCCCCCCCOC(C=C)=O 1,13-tridecanediol diacrylate